N[C@@H]([C@@H](C)CC)C(=O)N1[C@@H](CCC1)C(=O)OC(C)(C)C tert-butyl L-isoleucyl-L-prolinate